4,4-dimethyl-4,5-dihydro-1H-imidazole-5-carboxylate CC1(N=CNC1C(=O)[O-])C